N1=NC(=CC2=CC=CC=C12)NC1=CC(=C(N=N1)C(=O)NC([2H])([2H])[2H])NC1=C(C(=CC=C1)C1=NC=C(C=N1)F)OC 6-(cinnolin-3-ylamino)-4-((3-(5-fluoropyrimidin-2-yl)-2-methoxyphenyl)amino)-N-(methyl-d3)pyridazine-3-carboxamide